C(C1=CC=CC=C1)OC1=CC(=C(C2=CC=CC=C12)Br)C(=O)O 4-(Benzyloxy)-1-bromo-2-naphthoic acid